tert-butyl (3-(((((9H-fluoren-9-yl)methoxy)carbonyl)amino)methyl) bicyclo[1.1.1]pentan-1-yl)carbamate C1=CC=CC=2C3=CC=CC=C3C(C12)COC(=O)NCC12CC(C1)(C2)NC(OC(C)(C)C)=O